N-{cyclooctyl-[4-fluoro-5-(oxetan-3-yloxy)-1H-benzoimidazol-2-yl]methyl}-3-methyl-isoxazole-4-carboxamide C1(CCCCCCC1)C(NC(=O)C=1C(=NOC1)C)C1=NC2=C(N1)C=CC(=C2F)OC2COC2